methyl 2-amino-4-bromo-5-fluorobenzoate NC1=C(C(=O)OC)C=C(C(=C1)Br)F